CC(C)(C)S(=O)(=O)N[C@@H](CC=C)C1=CC=C(C=C1)C1=C(N=CS1)C 2-methyl-N-((S)-1-(4-(4-methylthiazol-5-yl)phenyl)but-3-en-1-yl)propane-2-sulfonamide